BrC1=C(C=CC=C1)CCNC(C(F)(F)F)=O N-(2-bromophenylethyl)-2,2,2-trifluoroacetamide